Cl.NC/C(/COC=1C=C2CCN(C(C2=CC1)=O)CC(=O)NC)=C/F 2-[6-[(Z)-2-(aminomethyl)-3-fluoro-allyloxy]-1-oxo-3,4-dihydroisoquinolin-2-yl]-N-methyl-acetamide hydrochloride